O1CCC(=CC1)C=1C2=C(C(=NC1)OC)N=C(S2)NC(=O)C=2N=C(NC2)C2=CC=NC=C2 2-Pyridin-4-yl-1H-imidazole-4-carboxylic acid [7-(3,6-dihydro-2H-pyran-4-yl)-4-methoxy-thiazolo[4,5-c]pyridin-2-yl]-amide